NC=1C=C2CCN(CC2=CC1Cl)C(=O)OC(C)(C)C tert-butyl 6-amino-7-chloro-3,4-dihydroisoquinoline-2(1H)-carboxylate